tert-butyl-3-((2-(N,N-bis(4-methoxybenzyl)sulfamoyl)-4-iodo-3-(2-(4-methoxybenzyl)-2H-tetrazol-5-yl)phenyl)sulfonyl)azetidine-1-carboxylate C(C)(C)(C)OC(=O)N1CC(C1)S(=O)(=O)C1=C(C(=C(C=C1)I)C=1N=NN(N1)CC1=CC=C(C=C1)OC)S(N(CC1=CC=C(C=C1)OC)CC1=CC=C(C=C1)OC)(=O)=O